O1CCN(CC1)C1=NC(=CC(=N1)N)C(F)(F)F 2-Morpholino-6-(trifluoromethyl)pyrimidin-4-amine